4-(2-(4-(2-(2,6-dioxopiperidin-3-yl)-1,3-dioxoisoindolin-5-yl)piperazin-1-yl)ethyl)piperazin O=C1NC(CCC1N1C(C2=CC=C(C=C2C1=O)N1CCN(CC1)CCN1CCNCC1)=O)=O